tert-butyl-(3S)-4-((3,3-difluoropiperidin-4-yl)methyl)-3-methylpiperazine-1-carboxylate C(C)(C)(C)OC(=O)N1C[C@@H](N(CC1)CC1C(CNCC1)(F)F)C